CN1C2=NC(=NC(=C2N=C1C1=CC=NC=C1)N1CCOCC1)N1N=C(C=C1)C1COCC1 4-(9-methyl-8-(pyridin-4-yl)-2-(3-(tetrahydrofuran-3-yl)-1H-pyrazol-1-yl)-9H-purin-6-yl)morpholine